(S)-1-(4-fluorophenyl)-6-methyl-5-(2-methyl-4-((1-propyl-1H-pyrazol-4-yl)sulfonyl)piperazin-1-yl)-1H-indazole FC1=CC=C(C=C1)N1N=CC2=CC(=C(C=C12)C)N1[C@H](CN(CC1)S(=O)(=O)C=1C=NN(C1)CCC)C